ClC=1C(N(C(=CC1OCC1=NC=C(C=C1F)F)C1CC1)C1=CC(=NC=C1C)C1=NC(=NC=C1)C(C)(C)O)=O 3-Chloro-6-cyclopropyl-4-((3,5-difluoropyridin-2-yl)methoxy)-2'-(2-(2-hydroxypropan-2-yl)pyrimidine-4-yl)-5'-methyl-2H-[1,4'-bipyridine]-2-one